dec-1-yl methacrylate C(C(=C)C)(=O)OCCCCCCCCCC